(R)-3-(2-(4-(4-fluorophenyl)piperazin-1-yl)ethyl)-8-(2-morpholinoacetyl)-2,8-diazaspiro[4.5]decan-1-one FC1=CC=C(C=C1)N1CCN(CC1)CC[C@@H]1NC(C2(C1)CCN(CC2)C(CN2CCOCC2)=O)=O